tert-Butyl-(4-benzyloxy-benzyl-carbamothioyl)-glycinate C(C)(C)(C)N(CC(=O)[O-])C(NCC1=CC=C(C=C1)OCC1=CC=CC=C1)=S